C1(CC1)C1=C(C(=NO1)C1=C(C=CC=C1Cl)Cl)COC1=NC(=C(C=O)C=C1)C(F)(F)F 6-((5-cyclopropyl-3-(2,6-dichlorophenyl)isoxazol-4-yl)methoxy)-2-(trifluoromethyl)nicotinaldehyde